N-[(1S)-2-[[5-[5-ethyl-3-methyl-1-(2-trimethylsilylethoxymethyl)pyrazol-4-yl]-6-fluoro-2-pyridyl]amino]-1-(4-methylcyclohexyl)-2-oxo-ethyl]-2-(3-methoxypropyl)pyrazole-3-carboxamide C(C)C1=C(C(=NN1COCC[Si](C)(C)C)C)C=1C=CC(=NC1F)NC([C@H](C1CCC(CC1)C)NC(=O)C=1N(N=CC1)CCCOC)=O